5-(2-chloro-5-(triFluoromethyl)phenyl)oxazole ClC1=C(C=C(C=C1)C(F)(F)F)C1=CN=CO1